(1R,2S,3R)-N-[8-amino-6-(2-fluoro-6-methylphenyl)-2,7-naphthyridin-3-yl]-2-methyl-3-(1-methyl-1H-pyrazol-4-yl)cyclopropane-1-carboxamide NC=1N=C(C=C2C=C(N=CC12)NC(=O)[C@@H]1[C@H]([C@H]1C=1C=NN(C1)C)C)C1=C(C=CC=C1C)F